FC1=C(C=C(C=C1)NC(=O)C1=C(N(C(=C1C)C(C(=O)NCC(C)(C)O)=O)C)C1=NC=CC=C1)C N-(4-fluoro-3-methylphenyl)-5-(2-((2-hydroxy-2-methylpropyl)amino)-2-oxoacetyl)-1,4-dimethyl-2-(pyridin-2-yl)-1H-pyrrole-3-carboxamide